1-morpholinyl-2-(4-nitro-3-(piperidin-1-yl)phenyl)ethan-1-one N1(CCOCC1)C(CC1=CC(=C(C=C1)[N+](=O)[O-])N1CCCCC1)=O